N(=[N+]=[N-])C(N1N=C(C(=C1N)[N+](=O)[O-])[N+](=O)[O-])N=[N+]=[N-] 1-(diazido-methyl)-3,4-dinitro-1H-pyrazole-5-amine